4-[4-(5-{[(2R,3S,5S)-2-fluoro-8-azabicyclo[3.2.1]octan-3-yl](methyl)amino}pyrazin-2-yl)-3-hydroxyphenyl]-6-methyl-1,2-dihydropyridin-2-one F[C@@H]1C2CC[C@@H](C[C@@H]1N(C=1N=CC(=NC1)C1=C(C=C(C=C1)C1=CC(NC(=C1)C)=O)O)C)N2